NC1=C(C(=O)NC=2SC(=C(N2)C2CC2)C)C=CC=C1 2-amino-N-(4-cyclopropyl-5-methylthiazol-2-yl)benzamide